C(C)(C)(C)N1N=CC(=C1)C1=CC(=NC=C1)N(C(=O)[C@@H]1CC[C@H](CC1)C(=O)O)CC12CCC(CC1)(CC2)C2=CC(=C(C=C2)OC)C trans-4-((4-(1-(tert-Butyl)-1H-pyrazol-4-yl)pyridin-2-yl)((4-(4-methoxy-3-methylphenyl)bicyclo[2.2.2]octan-1-yl)methyl)carbamoyl)cyclohexanecarboxylic acid